(Z)-5-((1H-pyrrolo[2,3-b]pyridine-3-yl)methylene)-3-methyloxazolidine-2,4-dione N1C=C(C=2C1=NC=CC2)\C=C/2\C(N(C(O2)=O)C)=O